Ethyl 4-(2-((6-chlorobenzo[d]thiazol-2-yl)thio)acetamido)-2-hydroxybenzoate ClC1=CC2=C(N=C(S2)SCC(=O)NC2=CC(=C(C(=O)OCC)C=C2)O)C=C1